C(CCC=CCC)[SiH](C)C 4-heptenyl-dimethyl-silane